COC1=CC=C(C=C1)C1=NC2=C3C(=CC=C2C(C1)=O)C=CC=C3 2-(4-methoxyphenyl)-4H-benzoquinolin-4-one